(R)-6-methyl-3-(4-(piperidin-3-ylamino)phthalazin-1-yl)pyridin-2-ol CC1=CC=C(C(=N1)O)C1=NN=C(C2=CC=CC=C12)N[C@H]1CNCCC1